C(CCCCNC(=O)[O-])NC(=O)OC methyl 1,5-pentanedicarbamate